C(C)(C)(C)OC(=O)N1CCC(CC1)C(=O)N1CC(C1)O 4-(3-hydroxyazetidine-1-carbonyl)piperidine-1-carboxylic acid tert-butyl ester